O=S1(C2=C(NCC1)C=CC(=C2)C2=CC=C(CN(C(=O)C1CCCCC1)C=1C=C(C=CC1)/C=C/C(=O)OC)C=C2)=O methyl (E)-3-(3-(N-(4-(1,1-dioxido-3,4-dihydro-2H-benzo[b][1,4]thiazin-7-yl)benzyl)cyclohexanecarboxamido)phenyl)acrylate